C(CCCCCC(C)(C)C)(=O)[O-].[Bi+3].C(CCCCCC(C)(C)C)(=O)[O-].C(CCCCCC(C)(C)C)(=O)[O-] Bismuth(III) neodecanoat